C(C1=CC=CC=C1)OC=1C(=NC=NC1C)C(=O)N1CCN(CC1)C1=C(N(C=2N(C1=O)N=C(N2)N(C)C)CC(=O)OCC)CC ethyl 2-(6-{4-[5-(benzyloxy)-6-methylpyrimidine-4-carbonyl]piperazin-1-yl}-2-(dimethylamino)-5-ethyl-7-oxo-[1,2,4]triazolo[1,5-a]pyrimidin-4-yl)acetate